(-)-6-(difluoromethyl-d)-8-((1R,2R)-2-hydroxy-2-methylcyclopentyl)-2-((1-((methyl-d3)sulfonyl)piperidin-4-yl-4-d)amino)pyrido[2,3-d]pyrimidin-7(8H)-one FC(C1=CC2=C(N=C(N=C2)NC2(CCN(CC2)S(=O)(=O)C([2H])([2H])[2H])[2H])N(C1=O)[C@H]1[C@](CCC1)(C)O)([2H])F